C(OC1=NC=2N(C(C=C(N2)C(F)(F)F)=O)C=C1)([2H])([2H])[2H] 8-(methoxy-d3)-2-(trifluoromethyl)-4H-pyrimido[1,2-a]pyrimidin-4-one